(S)-4-Bromo-N-(1-(4-methoxypiperidin-1-yl)-3-methylbutan-2-yl)-N-methylbenzamide BrC1=CC=C(C(=O)N(C)[C@H](CN2CCC(CC2)OC)C(C)C)C=C1